tert-butyl (4-((4-bromothiazol-2-yl)oxy)-2-fluorophenyl)carbamate BrC=1N=C(SC1)OC1=CC(=C(C=C1)NC(OC(C)(C)C)=O)F